5-CHLORO-2-((ETHOXYCARBONYL)AMINO)-3-METHYLBENZOIC ACID ClC=1C=C(C(=C(C(=O)O)C1)NC(=O)OCC)C